NC/C(/CS(=O)(=O)C=1C=C(CN2C(CCCCC2)=O)C=CC1)=C\F (E)-1-(3-((2-(aminomethyl)-3-fluoroallyl)sulfonyl)benzyl)azepan-2-one